COC1=CC=C(COC2=CC=C(C=C2)C(C(=O)O)C(=O)O)C=C1 4-(4-Methoxybenzyl-oxy)phenylmalonic acid